copper-gold-tin [Sn].[Au].[Cu]